5-Bromo-7-((n-propoxycarbonyl)amino)quinazoline-1(2H)-carboxylic acid n-propyl ester C(CC)OC(=O)N1CN=CC2=C(C=C(C=C12)NC(=O)OCCC)Br